(R)-3-methyl-1,2,3,5,6,7-hexahydro-s-indacen-4-amine C[C@@H]1CCC=2C=C3CCCC3=C(C12)N